BrC1=CC(=C(O[C@H](C(=O)O)C)C=C1)C1=CC=NO1 (S)-2-[4-bromo-2-(5-isoxazolyl)phenoxy]propionic acid